BrC=1C(N(C(=CC1OCC1=C(CNC(OCC)=O)C=C(C=C1)F)C)C1=C(C=CC(=C1)C(=O)NCCO)C)=O Ethyl 2-({[3-bromo-1-(5-{[(2-hydroxyethyl) amino] carbonyl}-2-methylphenyl)-6-methyl-2-oxo-1,2-dihydropyridin-4-yl] oxy} methyl)-5-fluorobenzylcarbamate